2'-(oxybis(methylene))bis(2-(aminomethyl)butan-1-ol) O(CC(C(CC)CN)O)CC(C(CC)CN)O